CN(C/C=C/C(=O)N1CC2=C(C(C1)C1=C(C=CC=C1)C=1C(=NN(C1)CC(F)(F)F)C(F)(F)F)C=C(S2)C#N)C (E)-6-(4-(Dimethylamino)but-2-enoyl)-4-(2-(1-(2,2,2-trifluoroethyl)-3-(trifluoromethyl)-1H-pyrazol-4-yl)phenyl)-4,5,6,7-tetrahydrothieno[2,3-c]pyridine-2-carbonitrile